C1OCC12CC(NC2)C(=O)O 2-oxa-7-azaspiro[3.4]octane-6-carboxylic acid